C(C=C)(=O)N1[C@@H](C[C@@H](C1)OC)COC=1C(=NC=NC1N)C=1C(=C(C=C(C1)F)NC(C1=C(C=C(C=C1)C1CC1)F)=O)C N-(3-(5-(((2S,4S)-1-acryloyl-4-methoxypyrrolidin-2-yl)methoxy)-6-aminopyrimidin-4-yl)-5-fluoro-2-methylphenyl)-4-cyclopropyl-2-fluorobenzamide